C(#C)C1=CC(=C(C=C1)C1=C2C(=C(N=N1)N[C@H]1CN(CCC1)C(=O)O)N=CC=C2)O (R)-3-((5-(4-ethynyl-2-hydroxyphenyl)pyrido[2,3-d]pyridazin-8-yl)amino)piperidine-1-carboxylic acid